2-Dodecyl-1,4-dihydroxybenzene C(CCCCCCCCCCC)C1=C(C=CC(=C1)O)O